C1(CCC1)COC1=C(C(C=CC=C1)=O)O 3-(cyclobutylmethoxy)-2-hydroxycyclohepta-2,4,6-trien-1-one